(S)-4-hydroxy-benzyl dodecanoate C(CCCCCCCCCCC)(=O)OCC1=CC=C(C=C1)O